COC(C(=O)NC1=CC=C(C=C1)C=1OC2=NC=CC=C2N1)C 2-Methoxy-N-(4-oxazolo[5,4-b]pyridin-2-ylphenyl)propanamid